[6-(3-cyclopropyl-1H-1,2,4-triazol-5-yl)-2-azaspiro[3.3]heptan-2-yl]-[3-[3-(3-fluoro-5-methoxy-phenyl)-1-bicyclo[1.1.1]pentanyl]azetidin-1-yl]methanone C1(CC1)C1=NNC(=N1)C1CC2(CN(C2)C(=O)N2CC(C2)C23CC(C2)(C3)C3=CC(=CC(=C3)OC)F)C1